2-(4-Furan-2-ylpyrimidin-2-yl)-5-{[2-(2H-1,2,3-triazol-2-yl)phenyl]carbonyl}octahydropyrrolo[3,4-c]pyrrole O1C(=CC=C1)C1=NC(=NC=C1)N1CC2CN(CC2C1)C(=O)C1=C(C=CC=C1)N1N=CC=N1